6-chloro-N-[2-(2,4-dimethylphenyl)-2,2-difluoroethyl]-5-methyl-3-[3-(trifluoromethyl)phenoxy]pyridazine methyl-N-methyl-N-(2-oxo-4-(o-tolyl)-2H-pyrano[2,3-b]pyridin-7-yl)glycinate COC(CN(C1=CC=C2C(=N1)OC(C=C2C2=C(C=CC=C2)C)=O)C)=O.ClC2=C(C=C(NN2CC(F)(F)C2=C(C=C(C=C2)C)C)OC2=CC(=CC=C2)C(F)(F)F)C